(-)-dihydrocarvone C[C@H]1CC[C@@H](CC1=O)C(=C)C